(R)-N4-(2-(methylsulfonyl)phenyl)-N6-(5-(1-(oxetan-3-ylamino)ethyl)pyridin-2-yl)pyrimidine-4,6-diamine CS(=O)(=O)C1=C(C=CC=C1)NC1=NC=NC(=C1)NC1=NC=C(C=C1)[C@@H](C)NC1COC1